C(C)NS(=O)(=O)C1=C(C=C(C=C1)NC([C@H](CC1=CC=CC=C1)NC(C1=CC=C(C=C1)F)=O)=O)OC (S)-N-(1-(4-(N-ethylsulfamoyl)-3-methoxyphenylamino)-1-oxo-3-phenylpropan-2-yl)-4-fluorobenzamide